2,4,4-trimethylpentene, ammonium salt [NH4+].CC(=C)CC(C)(C)C